3-((6-aminopyridin-3-yl)oxy)azetidine-1-carboxylic acid tert-butyl ester C(C)(C)(C)OC(=O)N1CC(C1)OC=1C=NC(=CC1)N